C(C)(C)(C)N(C(O)=O)[C@@H]1C2=C(CN3N(C1=O)CCC3)C=CC=C2.OCCC(C(=O)N)CCCCCCCCCCCCCCCCCCCCCCCCCCCCCCCCCCCC(=O)N hydroxyethyl-ethylenebisstearamide tert-butyl-(R)-(11-oxo-2,3,10,11-tetrahydro-1H,5H-benzo[d]pyrazolo[1,2-a][1,2]diazepin-10-yl)carbamate